tert-Butyl N-[4-(6-chloro-2-ethylsulfanyl-8-fluoro-quinazolin-7-yl)-3-cyano-7-fluoro-benzothiophen-2-yl]carbamate ClC=1C=C2C=NC(=NC2=C(C1C1=CC=C(C2=C1C(=C(S2)NC(OC(C)(C)C)=O)C#N)F)F)SCC